BrC=1C=C2C=NC(=NC2=CC1)NC1CCC(CC1)N1C[C@@H](CC1)F 6-bromo-N-((1R,4r)-4-((R)-3-fluoropyrrolidin-1-yl)cyclohexyl)quinazolin-2-amine